6-cyclopropyl-2-[(2-ethyl-pyrazol-3-yl)amino]pyridine-3-carbonitrile C1(CC1)C1=CC=C(C(=N1)NC=1N(N=CC1)CC)C#N